6-chloro-N-[5-(3,3-difluoropropyl)-3-fluoro-6-methoxy-2-pyridyl]-1H-indole-3-sulfonamide ClC1=CC=C2C(=CNC2=C1)S(=O)(=O)NC1=NC(=C(C=C1F)CCC(F)F)OC